6-(dimethylphosphoryl)-1-methyl-4-[4-methyl-4-(5-methyl-1,3-benzoxazol-2-yl)piperidin-1-yl]-2-oxo-1,2-dihydroquinoline-3-carbonitrile CP(=O)(C)C=1C=C2C(=C(C(N(C2=CC1)C)=O)C#N)N1CCC(CC1)(C=1OC2=C(N1)C=C(C=C2)C)C